Heptadecan-9-yl 8-((3-((2-(methylamino)-3,4-dioxocyclobut-1-en-1-yl)amino)propyl)(8-oxo-8-(undecan-3-yloxy)octyl)amino)octanoate CNC1=C(C(C1=O)=O)NCCCN(CCCCCCCC(=O)OC(CCCCCCCC)CCCCCCCC)CCCCCCCC(OC(CC)CCCCCCCC)=O